CS(=O)(=O)C=1C(=NN2C1N=C(C=C2N2CCOCC2)N2N=C(C=C2)C=2C=C(C=CC2)C)C(=O)N (methylsulfonyl)-7-morpholino-5-(3-(m-tolyl)-1H-pyrazol-1-yl)pyrazolo[1,5-a]pyrimidine-2-carboxamide